(1-ethoxyvinyl)-2-imidazol-1-yl-8-methyl-7H-purine C(C)OC(=C)N1C(=NC2=NC(=NC=C12)N1C=NC=C1)C